Pentamethyl-cyclopentadiene CC1C(=C(C(=C1C)C)C)C